CC(C)(C)[S@](=O)N=C(C)C1=C(C(=CC=C1)C(F)(F)F)C (S)-2-methyl-N-(1-(2-methyl-3-(trifluoromethyl)phenyl)ethylidene)propane-2-sulfinamide